The molecule is a tetrahydro-4-hydroxyphenylpyruvic acid with (1S,4R)-stereochemistry. It has a role as a bacterial metabolite. It is a conjugate acid of a 3-[(1S,4R)-4-hydroxycyclohex-2-en-1-yl]pyruvate. C1C[C@H](C=C[C@@H]1CC(=O)C(=O)O)O